2-(p-dimethylaminostyryl)-pyridylmethyliodide CN(C1=CC=C(C=CC2=NC=CC=C2CI)C=C1)C